N-(4-amino-3-bromophenyl)acetamide NC1=C(C=C(C=C1)NC(C)=O)Br